N1N(CCCCC1)C(=O)N diazaCycloheptane-2-carboxamide